CN(C(=O)[C@@H]1CN(CC[C@H]1NC(=O)C1=NOC(=C1)C1=C(C=C(C=C1)F)F)[C@@H]1[C@H](CCC1)CC)C (3R,4R)-4-{[5-(2,4-difluoro-phenyl)-isoxazole-3-carbonyl]-amino}-1-((1S,2S)-2-ethyl-cyclopentyl)-piperidine-3-carboxylic acid dimethylamide